sodium 5-((4'-(3,3-difluorocyclobutyl)-[1,1'-biphenyl]-4-yl) oxy)-1H-1,2,3-triazole-4-carboxylate monohydrate O.FC1(CC(C1)C1=CC=C(C=C1)C1=CC=C(C=C1)OC1=C(N=NN1)C(=O)[O-])F.[Na+]